C(C)(=O)N1CC(C1)C#CC1=C(C=C(C=N1)C=1C=C(C=CC1C)NC(C1=CC(=NC=C1)C(F)(F)F)=O)N1CCOCC1 N-(3-(6-((1-acetylazetidin-3-yl)ethynyl)-5-morpholinopyridin-3-yl)-4-methylphenyl)-2-(trifluoromethyl)isonicotinamide